tert-butyl 1H-pyrrolo[2,3-b]pyridin-6-ylcarbamate N1C=CC=2C1=NC(=CC2)NC(OC(C)(C)C)=O